ClC1=C(C(=CC=C1Cl)OCOCC[Si](C)(C)C)C1CC(N(C1)C1=CN=C(S1)C)=S 4-(2,3-dichloro-6-((2-(trimethylsilyl)ethoxy)methoxy)phenyl)-1-(2-methylthiazol-5-yl)pyrrolidine-2-thione